4-Tert-butyl(2-((1-(4-amino-3-(methylamino)phenyl) piperidin-4-yl) methoxy)ethyl)(methyl)carbamate C(C)(C)(C)C1(CCN(CC1)C1=CC(=C(C=C1)N)NC)COCCN(C([O-])=O)C